6-acetyl-2-((6-(1-(4-(chloromethyl)benzyl)piperidin-4-yl)pyridin-3-yl)amino)-8-cyclopentyl-5-methylpyrido[2,3-d]pyrimidin-7(8H)-one C(C)(=O)C1=C(C2=C(N=C(N=C2)NC=2C=NC(=CC2)C2CCN(CC2)CC2=CC=C(C=C2)CCl)N(C1=O)C1CCCC1)C